2,2'-dimethyl-spiro[6,7-dihydrothieno[3,2-c]pyran-4,4'-piperidine] (trifluoromethanesulfonate) FC(S(=O)(=O)O)(F)F.CC1=CC2=C(CCOC23CC(NCC3)C)S1